C(CCCCCCCCCCC)OP(=O)([O-])[O-] laurylphosphate